COC1=CC=CC=2N=CSC21 7-methoxybenzo[d]thiazole